BrC=1C=C(C=CC1)CO[Si](C1=CC=CC=C1)(C1=CC=CC=C1)C(C)(C)C (3-bromophenyl)methoxy-tert-butyl-diphenyl-silane